O[C@@]1(C2(C(=C3C(=C(C=C3C1=O)C)CSC1=CC=C(C=C1)C)C)CC2)C (R)-6'-hydroxy-2',4',6'-trimethyl-3'-((p-tolylthio)methyl)spiro[cyclopropane-1,5'-inden]-7'(6'H)-one